2-chloro-4-((2-isopropylbenzofuran-7-yl)oxy)benzoate ClC1=C(C(=O)[O-])C=CC(=C1)OC1=CC=CC=2C=C(OC21)C(C)C